4-{[6-(2-chlorophenyl)-5-oxo-5,6-dihydroimidazo[1,2-a]pyrimido[5,4-e]pyrimidin-2-yl]amino}-N-cyclohexylbenzamide ClC1=C(C=CC=C1)N1C=2N(C3=C(C1=O)C=NC(=N3)NC3=CC=C(C(=O)NC1CCCCC1)C=C3)C=CN2